2-(2-(difluoromethyl)-1H-imidazol-1-yl)ethan-1-ol FC(C=1N(C=CN1)CCO)F